COC(C[C@H](C#CC)C1=CC=C(C=C1)OCC[C@@H](CCC=C(C)C)C)=O (3S)-3-(4-{[(3R)-3,7-dimethyloct-6-en-1-yl]Oxy}phenyl)hex-4-ynoic acid methyl ester